(S)-N-(5-(2-(2-aminopyridin-3-yl)-5-(pyrazin-2-yl)-3H-imidazo[4,5-b]pyridin-3-yl)-2,3-dihydro-1H-inden-1-yl)-3-fluoro-5-formyl-4-hydroxybenzamide NC1=NC=CC=C1C1=NC=2C(=NC(=CC2)C2=NC=CN=C2)N1C=1C=C2CC[C@@H](C2=CC1)NC(C1=CC(=C(C(=C1)C=O)O)F)=O